N1C(=NC=C1)C1=CC=C(C(=N1)C)C1CCN(CC1)CC1=NOC(=C1)NC(=O)NCC 1-(3-((4-(6-(1H-imidazol-2-yl)-2-methylpyridin-3-yl)piperidin-1-yl)methyl)isoxazol-5-yl)-3-ethylurea